2-methyl-4-(2,2,3-trimethyl-3-cyclopentene-1-yl)-2-buten-1-ol CC(CO)=CCC1C(C(=CC1)C)(C)C